C(C)OC(COC1=NC2=CC=C(C=C2C=C1)C(=O)OCC1=CC=CC=C1)=O benzyl 2-(2-ethoxy-2-oxoethoxy)quinoline-6-carboxylate